Cl.NCC1=CN=C(S1)C1=CC=C(OC(CCN(C)C)C)C=C1 3-(4-(5-(aminomethyl)thiazol-2-yl)phenoxy)-N,N-dimethylbutan-1-amine hydrochloride